CNC(=O)C=1N=NN(C1)CCCCC=1N=NC(=CC1)NC(CC1=CC(=CC=C1)OC(F)(F)F)=O N-methyl-1-[4-(6-{2-[3-(trifluoromethoxy)phenyl]acetamido}pyridazin-3-yl)butyl]-1H-1,2,3-triazole-4-carboxamide